palladium (1E,4E)-1,5-diphenyl-1,4-pentadien-3-one C1(=CC=CC=C1)\C=C\C(\C=C\C1=CC=CC=C1)=O.[Pd]